CC1=NC2=CC=C(C=C2C(N1)=O)C=1N=NN(C1)C1=CC(=C(C(=C1)OC)OC)OC 2-methyl-6-(1-(3,4,5-trimethoxyphenyl)-1H-1,2,3-triazol-4-yl)quinazolin-4(3H)-one